C1(CC1)C([C@@H](C(NC=1C=NN(C1)C(C)C1=CC(=NNC1=O)C(F)(F)F)=O)NC(=O)C1=NON=C1CC)C1CC1 N-[(1S)-1-(dicyclopropylmethyl)-2-oxo-2-[[1-[1-[6-oxo-3-(trifluoromethyl)-1H-pyridazin-5-yl]ethyl]pyrazol-4-yl]amino]ethyl]-4-ethyl-1,2,5-oxadiazole-3-carboxamide